methyl 1-(2-(tert-butoxy)-2-oxoethyl)-3-(trifluoromethyl)-1H-pyrazole-5-carboxylate C(C)(C)(C)OC(CN1N=C(C=C1C(=O)OC)C(F)(F)F)=O